N1N=CC2=CC=CC(=C12)C(=O)O indazole-7-carboxylic acid